C(C)C(C(=O)O)CC=C ethyl-(Z)-4-pentenoic acid